[Si](C)(C)(C(C)(C)C)OC([C@@H](C(=O)O)NC(=O)OCC1C2=CC=CC=C2C=2C=CC=CC12)(C)C (2S)-3-[tert-butyl(dimethyl)silyl]oxy-2-(9H-fluoren-9-ylmethoxycarbonylamino)-3-methyl-butanoic acid